CC1CC=CS(=O)(=O)OC1 4-methyl-pentene-1,5-sultone